C(C)(C)(C)OC(=O)N1C[C@H](CC1)[C@@H](C(=O)OC(C)(C)C)CC1=CC(=CC=C1)NC(CC1=C(C=CC=C1)Br)=O (3R)-3-[(1S)-1-[[3-[[2-(2-bromophenyl)acetyl]amino]phenyl]methyl]-2-tert-butoxy-2-oxoethyl]pyrrolidine-1-carboxylic acid tert-butyl ester